C(C)(C)(C)OC(=O)N1CC2=CC(=CC=C2CC1)NC1=C(C=C(C=C1)Cl)F 7-((4-chloro-2-fluorophenyl)amino)-3,4-dihydroisoquinoline-2(1H)-carboxylic acid tert-butyl ester